(1-(phenylsulfonyl)-2-(1-(phenylsulfonyl)-1H-indol-3-yl)-1H-imidazol-4-yl)(3,4,5-trimethoxyphenyl)methanone C1(=CC=CC=C1)S(=O)(=O)N1C(=NC(=C1)C(=O)C1=CC(=C(C(=C1)OC)OC)OC)C1=CN(C2=CC=CC=C12)S(=O)(=O)C1=CC=CC=C1